ClC1=NC(=C(C(=N1)N1CCOCC1)OC)C1=CC(=CC=C1)N1N=CC=C1 4-[2-chloro-5-methoxy-6-(3-pyrazol-1-ylphenyl)pyrimidin-4-yl]morpholine